S1(NCCOC2=C1C=CC=C2)(=O)=O 3,4-dihydro-2H-5,1λ6,2-benzoxathiazepin-1,1-dione